N-(1-(thiazol-4-ylmethyl)-1H-indol-5-yl)acrylamide S1C=NC(=C1)CN1C=CC2=CC(=CC=C12)NC(C=C)=O